N[C@H](C(F)(F)F)C1=CC=2N(N=C1)C=C(N2)[C@H](C2CCC(CC2)(F)F)NC(OC(C)(C)C)=O |o1:1| Tert-Butyl ((S)-(7-((S*)-1-amino-2,2,2-trifluoroethyl)imidazo[1,2-b]pyridazin-2-yl)(4,4-difluorocyclohexyl)methyl)carbamate